NC1=C(NCCCN(C(OC(C)(C)C)=O)C)C(=CC=C1Cl)Br tert-butyl N-[3-(2-amino-6-bromo-3-chloro-anilino)propyl]-N-methyl-carbamate